difluoro-2-(3-(trifluoromethyl)pyridin-2-yl)acetamide FC(C(=O)N)(C1=NC=CC=C1C(F)(F)F)F